1-[4-[benzenesulfonyl(methyl)amino]phenyl]-7-bromo-9H-pyrido[3,4-b]indole-3-carboxylic acid C1(=CC=CC=C1)S(=O)(=O)N(C1=CC=C(C=C1)C1=NC(=CC2=C1NC1=CC(=CC=C21)Br)C(=O)O)C